1,3-dimethyl-4,5-dihydro-1H-pyrazol-5-amine CN1N=C(CC1N)C